4-chloro-9-phenyl-3-(triphenylsilyl)-9H-carbazole ClC1=C(C=CC=2N(C3=CC=CC=C3C12)C1=CC=CC=C1)[Si](C1=CC=CC=C1)(C1=CC=CC=C1)C1=CC=CC=C1